tert-butyl N-(4-aminobutyl)carbamate NCCCCNC(OC(C)(C)C)=O